O=C1N(N=C(C2=CC=CC=C12)C(F)(F)F)NC(CC=1SC=CC1)=O N-[1-oxo-4-(trifluoromethyl)phthalazin-2(1H)-yl]-2-(2-thienyl)acetamide